(3-dimethylaminomethyl-azetidin-1-yl)-methanone CN(C)CC1CN(C1)C=O